O=C1NC(CCC1N1C(C2=CC=C(C=C2C1=O)N1CCN(CC1)CCCCC(=O)O)=O)=O 5-(4-(2-(2,6-dioxopiperidin-3-yl)-1,3-dioxoisoindolin-5-yl)piperazin-1-yl)pentanoic acid